FC1=C(C(=O)N[C@@H](CCO[C@@H]2C[C@H](C2)CCC2=NC=3NCCCC3C=C2)C(=O)O)C(=CC=C1)F N-(2,6-difluorobenzoyl)-O-(trans-3-(2-(5,6,7,8-tetrahydro-1,8-naphthyridin-2-yl)ethyl)cyclobutyl)homoserine